N-(6-(5-chloro-6-fluoro-7-((3-hydroxy-3-methylpyrrolidin-1-yl)methyl)-1H-indazol-4-yl)imidazo[1,2-a]pyrazin-2-yl)acetamide ClC=1C(=C2C=NNC2=C(C1F)CN1CC(CC1)(C)O)C=1N=CC=2N(C1)C=C(N2)NC(C)=O